1-(6-bromo-5-ethylsulfonyl-3-pyridyl)cyclopropane-carbonitrile BrC1=C(C=C(C=N1)C1(CC1)C#N)S(=O)(=O)CC